2-(5-cyclopropylpyridin-2-yl)-2,2-difluoroacetic acid C1(CC1)C=1C=CC(=NC1)C(C(=O)O)(F)F